C1(CC1)CN1N=C2N(C(N(CC2=C1)C1CCN(CC1)C1=C(C=CC=C1C)F)=O)CC1=C(C=CC=C1)C(F)(F)F 2-cyclopropylmethyl-5-[1-(2-fluoro-6-methyl-phenyl)-piperidin-4-yl]-7-(2-trifluoromethyl-benzyl)-2,4,5,7-tetrahydro-pyrazolo[3,4-d]pyrimidin-6-one